9-(5-bromothiazol-2-yl)-6-isopropyl-10-methoxy-2-oxo-6,7-dihydro-2H-pyrido[2,1-a]isoquinoline-3-carboxylic acid BrC1=CN=C(S1)C=1C=C2CC(N3C(C2=CC1OC)=CC(C(=C3)C(=O)O)=O)C(C)C